O1COC2=C1C=CC(=C2)C2=CC=C(C=1CCCCC21)O 4-(benzo[d][1,3]dioxol-5-yl)-5,6,7,8-tetrahydronaphthalen-1-ol